tert-butyl 2-(5-(1-ethylcyclopropyl)-3-fluoro-2-methoxyphenyl)acetate C(C)C1(CC1)C=1C=C(C(=C(C1)CC(=O)OC(C)(C)C)OC)F